7-bromo-1H-pyrido[2,3-b][1,4]oxazin-2(3H)-one BrC1=CC2=C(OCC(N2)=O)N=C1